7-oxabicyclo[4.1.0]heptan-3-ylmethyl methacrylate C(C(=C)C)(=O)OCC1CC2OC2CC1